tert-butyl 4-(5-bromo-3a,7a-dihydro-1,3-benzothiazol-2-yl)-2-azabicyclo[2.2.2]octane-2-carboxylate BrC=1C=CC2C(N=C(S2)C23CN(C(CC2)CC3)C(=O)OC(C)(C)C)C1